ClC1=NN2C(N=CC(=C2[C@H](C)OC)NC2=CC=C(C=C2)[C@@H](C(F)(F)F)N(C(=O)C2CCC(CC2)NC(OC)=O)C)=N1 methyl (4-(((S)-1-(4-((2-chloro-7-((S)-1-methoxyethyl)-[1,2,4]triazolo[1,5-a]pyrimidin-6-yl)amino)phenyl)-2,2,2-trifluoroethyl)(methyl)carbamoyl)cyclohexyl)carbamate